2,3-difluoro-N-methoxy-benzamide FC1=C(C(=O)NOC)C=CC=C1F